lead copper tyrosine N[C@@H](CC1=CC=C(C=C1)O)C(=O)O.[Cu].[Pb]